N1(C(CC2=CC=CC=C12)=O)CC(=O)O oxindole-acetic acid